FC1=C(C(=CC(=C1)F)OCCOC)C=1C2=C(C(=NC1CNC(=O)C1CNC1)C=1C=C3C=NN(C3=CC1)C)C=CS2 N-[[7-[2,4-difluoro-6-(2-methoxyethoxy)phenyl]-4-(1-methylindazol-5-yl)thieno[3,2-c]pyridin-6-yl]methyl]azetidine-3-carboxamide